(1R,5S,6r)-N,N-diethyl-3-azabicyclo[3.1.0]hexane-6-carboxamide trifluoroacetic acid salt FC(C(=O)O)(F)F.C(C)N(C(=O)C1[C@H]2CNC[C@@H]12)CC